(2S,6R)-4-(4-(6-chloroimidazo[1,2-a]pyridin-3-yl)-5-methylpyrimidin-2-yl)-2-methyl-6-(5-methyl-1H-pyrazol-4-yl)morpholine ClC=1C=CC=2N(C1)C(=CN2)C2=NC(=NC=C2C)N2C[C@@H](O[C@@H](C2)C=2C=NNC2C)C